COC(=O)C1=CC=C(C(=N1)C)N1CCN(CC1)C(=O)[O-] 4-(6-(Methoxycarbonyl)-2-methylpyridin-3-yl)piperazine-1-carboxylate